C(#N)C=1C(=NN2C1C(NC(=C2)C2=CC(=C(C=C2)C)C)=O)C(=O)OCC Ethyl 3-cyano-6-(3,4-dimethylphenyl)-4-oxo-4,5-dihydropyrazolo[1,5-a]pyrazine-2-carboxylate